cyclopropyl-(4-(((2r,3r,4r,5s)-3,4,5-trihydroxy-2-(hydroxymethyl)piperidin-1-yl)methyl)piperidin-1-yl)methanone C1(CC1)C(=O)N1CCC(CC1)CN1[C@@H]([C@H]([C@@H]([C@H](C1)O)O)O)CO